propylene glycol ascorbate O=C1C(O)=C(O)[C@H](O1)[C@@H](O)CO.C(C(C)O)O